NC1=CC=C(C=C1)C1(CCN(CC1)CC1=CC(=NC=C1)C=1C=C2CN(C(C2=CC1)=O)C1C(NC(CC1)=O)=O)C 3-(5-(4-((4-(4-aminophenyl)-4-methylpiperidin-1-yl)methyl)pyridin-2-yl)-1-oxoisoindolin-2-yl)piperidine-2,6-dione